tetracyclo[6.2.1.13,6.02,7]dodec-9-ene-4-carboxyamide C12C3C4C(CC(C3C(C=C1)C2)C4)CC(=O)N